2-(2-aminoethyl)aminoethyl-sodium NCCNCC[Na]